C(#N)C=1C=2CCCC2C(=C2CCCC12)NC(=O)NS(=O)(=O)C=1SC=C(C1)C1(CC1)O N-(8-cyano-1,2,3,5,6,7-hexahydros-indacen-4-ylcarbamoyl)-4-(1-hydroxycyclopropyl)thiophene-2-sulfonamide